5-(5-(1-((4-hydroxytetrahydro-2H-pyran-4-yl)methyl)piperidin-4-yl)-3-isopropyl-1H-indol-2-yl)-1,3,4-trimethylpyridin-2(1H)-one OC1(CCOCC1)CN1CCC(CC1)C=1C=C2C(=C(NC2=CC1)C=1C(=C(C(N(C1)C)=O)C)C)C(C)C